COC1(CCC(CC1)C1=NC(=NC(=C1)C)NC1=NN(C(=C1)C)C(=O)OC(C)(C)C)C(=O)OC tert-butyl 3-((4-(4-methoxy-4-(methoxycarbonyl)cyclohexyl)-6-methylpyrimidin-2-yl) amino)-5-methyl-1H-pyrazole-1-carboxylate